ortho-nitrobenzyl-3,4-dihydroxyphenylalanine [N+](=O)([O-])C1=C(C[C@H](NCC2=CC=CC=C2)C(=O)O)C=CC(=C1O)O